[Cl-].P(=O)([O-])([O-])O.[S+2].[Li+] lithium sulfur phosphate chloride